C(C)(C)(C)OC(=O)N1[C@@H]2C[C@H]([C@H]([C@H]1COS(=O)(=O)C)C2)O[Si](C2=CC=CC=C2)(C2=CC=CC=C2)C(C)(C)C (1S,3S,4S,5R)-5-[(tert-butyldiphenylsilyl)oxy]-3-[(methylsulfonyloxy)methyl]-2-azabicyclo[2.2.1]heptane-2-carboxylic acid tert-butyl ester